tert-butyl (2S,6S)-4-{2-[6-(methoxymethoxy)-2,7-dimethylindazol-5-yl]quinazolin-6-yl}-2,6-dimethylpiperazine-1-carboxylate COCOC=1C(=CC2=CN(N=C2C1C)C)C1=NC2=CC=C(C=C2C=N1)N1C[C@@H](N([C@H](C1)C)C(=O)OC(C)(C)C)C